FC1=CC=C(C=C1)S1C[C@@H](CN2C(NC(C3=CC(=CC1=C23)C(F)(F)F)=O)=O)OC (R)-l-1-(4-fluorophenyl)-3-methoxy-10-(trifluoromethyl)-3,4-dihydro-2H,6H-[1,4]thiazepino[2,3,4-ij]quinazoline-6,8(7H)-dione